FC(C(O)O)(F)F TRIFLUOROETHANE-1,1-DIOL